BrCC=1C=CC(=C(C#N)C1)OCC1CCN(CC1)S(=O)(=O)C 5-(bromomethyl)-2-[(1-methanesulfonylpiperidin-4-yl)methoxy]benzonitrile